ClC=1C=CC(=C(C1)S(=O)(=O)NC1=CC=2CN3[C@H](COC2N=C1)COCC3=O)OC 5-chloro-2-methoxy-N-[(10aS)-7-oxo-7,8,10a,11-tetrahydro-5H,10H-[1,4]oxazino[3,4-c]pyrido[3,2-f][1,4]oxazepin-3-yl]benzenesulfonamide